(R)-N2-(4-aminobutyl)-N6-(1-(naphthalen-1-yl)ethyl)pyridine-2,6-dicarboxamide NCCCCNC(=O)C1=NC(=CC=C1)C(=O)N[C@H](C)C1=CC=CC2=CC=CC=C12